C1(CC1)N1C(C2=C(CC1)NC(=C2C2=CC=CC=C2)C2=CC(=NC=C2)NC(C)=O)=O N-[4-(5-cyclopropyl-4-oxo-3-phenyl-4,5,6,7-tetrahydro-1H-pyrrolo[3,2-c]pyridin-2-yl)pyridin-2-yl]acetamide